OC1CC=CC2(C(OCC21C)=O)C 4-hydroxy-3a,7a-dimethyl-3a,4,5,7a-tetrahydro-2-benzofuran-1(3H)-one